3-(5-(4-Aminobutyl)-3-methyl-2-oxo-2,3-dihydro-1H-benzo[d]imidazol-1-yl)piperidine-2,6-dione NCCCCC1=CC2=C(N(C(N2C)=O)C2C(NC(CC2)=O)=O)C=C1